CC1=CC=C(C=C1)C1=C(C=CC=C1)P(C1=CC=CC=C1)(C1=CC=CC=C1)=S (4-methylphenyl)triphenylphosphine sulfide